FC=1C=C(CCC2=NNC(=C2)C(=O)OCC)C=C(C1)F ethyl 3-(3,5-difluorophenethyl)-1H-pyrazole-5-carboxylate